CC=1C=C(N=NC1N1CC=2C=C(C=NC2CC1)C([2H])([2H])[2H])C#N 5-methyl-6-(3-(methyl-d3)-7,8-dihydro-1,6-naphthyridin-6(5H)-yl)pyridazine-3-carbonitrile